(3R,4R)-3-hydroxy-4-(3-methyl-2-oxo-1H-benzimidazol-4-yl)piperidine-1-carboxylic acid tert-butyl ester C(C)(C)(C)OC(=O)N1C[C@@H]([C@H](CC1)C1=CC=CC=2NC(N(C21)C)=O)O